ClC=1C(=CC(=NC1)OC)C1=CC(=NN1)C(=O)N1CCC(CC1)C(=O)NC1=NC(=C(N=C1)C)C 1-(5-(5-chloro-2-methoxypyridin-4-yl)-1H-pyrazole-3-carbonyl)-N-(5,6-dimethylpyrazin-2-yl)piperidine-4-carboxamide